1-(3-iodoimidazo[1,2-a]pyridin-7-yl)-N,N-dimethylmethylamine IC1=CN=C2N1C=CC(=C2)CN(C)C